(2-((S)-2,2-dimethyl-1,3-dioxolan-4-yl)ethyl)carbamic acid tert-butyl ester C(C)(C)(C)OC(NCC[C@@H]1OC(OC1)(C)C)=O